C(C)N(CC)CC.C(CC(=O)C)(=O)NC1=CC=CC=C1 acetoacetanilide triethylamine salt